CC(CO)(CO)C 2,2-dimethyl-1,3-Propandiol